FC1=C(C=CC(=C1)I)NC1=CC(N(N=C1)C)=O 5-[(2-fluoro-4-iodophenyl)amino]-2-methylpyridazin-3(2H)-one